COC=1C=C(C=CC1)C(C(CN1C(C2=CC=CC(=C2C1)C=1C=C2C(=NNC2=CC1)C)=O)=C)=O 2-[3-(3-methoxyphenyl)-2-methylidene-3-oxopropyl]-4-(3-methyl-1H-indazol-5-yl)-2,3-dihydro-1H-isoindol-1-one